Cl.ClCCN1C[C@H](CC1)F (S)-1-(2-chloroethyl)-3-fluoropyrrolidine hydrochloride